IsoindoleDione C1(NC(C2=CC=CC=C12)=O)=O